N-(3-fluoro-4-hydroxyphenyl)-N-(4-fluorophenyl)cyclopropane-1,1-dicarboxamide FC=1C=C(C=CC1O)N(C(=O)C1(CC1)C(=O)N)C1=CC=C(C=C1)F